5-tert-butyl-N-[2-[2-(5-ethyl-1-methyl-1H-pyrazol-3-yl)-1H-imidazo[4,5-b]pyridin-7-yl]-6,7,8,9-tetrahydro-5H-benzo[7]annulen-5-yl]-1,3,4-oxadiazole-2-carboxamide C(C)(C)(C)C1=NN=C(O1)C(=O)NC1CCCCC2=C1C=CC(=C2)C2=C1C(=NC=C2)N=C(N1)C1=NN(C(=C1)CC)C